ClC1=C(C=CC(=C1OCC1=CC=C(C=C1)OC)C1OCCO1)CC(=O)OCC ethyl 2-(2-chloro-4-(1,3-dioxolan-2-yl)-3-((4-methoxybenzyl)oxy)phenyl)acetate